NC(C[C@@H](C)NC(=O)C=1C=NC2=C(C=CC=C2C1)C1=CCC(CC1)(F)F)=O (R)-N-(4-amino-4-oxobutan-2-yl)-8-(4,4-difluorocyclohex-1-en-1-yl)quinoline-3-carboxamide